N-[(3R,9S,10R)-12-[(2S)-1-hydroxypropan-2-yl]-3,10-dimethyl-9-(methylaminomethyl)-13-oxo-2,8-dioxa-12-azabicyclo[12.4.0]octadeca-1(14),15,17-trien-16-yl]cyclohexanecarboxamide OC[C@H](C)N1C[C@H]([C@H](OCCCC[C@H](OC=2C=CC(=CC2C1=O)NC(=O)C1CCCCC1)C)CNC)C